OC1=C(C=CC(=C1)N(OC)OC)C1(OC(=O)C2=CC=CC=C12)C1=C(C=CC(=C1)Cl)OC 3-(2-Hydroxy-4-dimethoxyaminophenyl)-3-(2-methoxy-5-chlorophenyl)phthalid